OC1=CC=C(C=C1)SC=1C=C(C(C#N)=CC1)C#N 4-[(4-hydroxyphenyl)thio]-phthalonitrile